3-[2-[3-[4-[4-[(2,6-dioxo-3-piperidyl)amino]phenyl]piperazin-1-yl]-3-oxo-propoxy]ethoxy]propanoic acid trifluoroacetate FC(C(=O)O)(F)F.O=C1NC(CCC1NC1=CC=C(C=C1)N1CCN(CC1)C(CCOCCOCCC(=O)O)=O)=O